C(#N)C12CC(C1)(C2)NC(=O)C=2C=C(C(=NC2)C=2N=NN(C2NC(O[C@H](C)C=2C(=NC=CC2)Cl)=O)C)F (R)-1-(2-chloropyridin-3-yl)ethyl (4-(5-((3-cyanobicyclo[1.1.1]pentan-1-yl)carbamoyl)-3-fluoropyridin-2-yl)-1-methyl-1H-1,2,3-triazol-5-yl)carbamate